methyl 3-[4-[(1S,4S,5R)-5-[[1-cyclopropyl-4-(2,6-dichlorophenyl)-1H-pyrazol-5-yl]methoxy]-2-azabicyclo[2.2.1]heptan-2-yl]phenyl]propanoate C1(CC1)N1N=CC(=C1CO[C@H]1[C@@H]2CN([C@H](C1)C2)C2=CC=C(C=C2)CCC(=O)OC)C2=C(C=CC=C2Cl)Cl